4-(4-(4-oxo-1,4-dihydroquinazolin-6-yl)phenyl)-N-(pyridin-3-yl)butanamide O=C1N=CNC2=CC=C(C=C12)C1=CC=C(C=C1)CCCC(=O)NC=1C=NC=CC1